C(#N)C=1N=CN(C1)C1=CCC2C3CC=C4C[C@H](CC[C@@]4(C3CC[C@]12C)C)N (3S,10R,13S)-17-(4-cyano-1H-imidazol-1-yl)-10,13-dimethyl-2,3,4,7,8,9,10,11,12,13,14,15-dodecahydro-1H-cyclopenta[a]phenanthren-3-amine